FC=1C(=NC=C(C1)F)CC1CC2(CN(C2)C(=O)N2C[C@H](CC2)N2N=NN=C2)C1 [6-[(3,5-Difluoro-2-pyridyl)methyl]-2-azaspiro[3.3]heptan-2-yl]-[(3S)-3-(tetrazol-1-yl)pyrrolidin-1-yl]methanone